dieth-ylpropione C(C)C(CC(CC)=O)CC